CC1=C(N=NN1C1=C(C=CC=C1)C)C(=O)NC1=NC2=CC=CC=C2C(=C1)CN1CCN(CC1)C(=O)OC(C)(C)C tert-Butyl 4-((2-(5-methyl-1-(o-tolyl)-1H-1,2,3-triazole-4-carboxamido)quinolin-4-yl)methyl)piperazine-1-carboxylate